C(CCC#C)OC1=CC2=C(N(C=N2)C2=CC=C(N)C=C2)C=C1 4-(5-pent-4-ynyloxy-benzoimidazol-1-yl)-aniline